bis-(3-aminopropyl)dimethoxysilane NCCC[Si](OC)(OC)CCCN